C(CS)(=O)OCC(CCCC)CC 2-Ethylhexyl thioglycolat